ClC1=C(C(=CC=C1)C#C[Si](C(C)C)(C(C)C)C(C)C)CN (2-chloro-6-((triisopropylsilyl)ethynyl)phenyl)methylamine